tributyl-methyl-phosphine bromide salt [Br-].C(CCC)C(P)(CCCC)CCCC